BrC=1C=C(C2=C(N(C(=N2)CN2CCC(CC2)OC2=CC=CC(=N2)COC2=C(C=C(C#N)C=C2)F)CC2(CC2)CC#N)C1)F 4-((6-((1-((6-bromo-1-((1-(cyanomethyl)cyclopropyl)methyl)-4-fluoro-1H-benzo[d]imidazol-2-yl)methyl)piperidin-4-yl)oxy)pyridin-2-yl)methoxy)-3-fluorobenzonitrile